(S)-1-[(S)-3-Methyl-1-({4-[(1-methyl-1H-imidazol-2-yl)methyl]-1-piperidyl}carbonyl)butyl]-4-(cyclopropylmethyl)-3-isobutyl-2-piperazinone CC(C[C@@H](C(=O)N1CCC(CC1)CC=1N(C=CN1)C)N1C([C@@H](N(CC1)CC1CC1)CC(C)C)=O)C